9E-octadecene-1-ol C(=CCCCCCCCCCCCCCCCC)O